di-(4-n-hexylphenyl)-carbonate C(CCCCC)C1=CC=C(C=C1)OC(OC1=CC=C(C=C1)CCCCCC)=O